1-(3-(1H-pyrazol-4-yl)benzoyl)-D-prolinamide N1N=CC(=C1)C=1C=C(C(=O)N2[C@H](CCC2)C(=O)N)C=CC1